C1(=CC=CC=C1)C=1C(=C(N(C1)C)C)C(=O)N(C=1C=C2C=NNC2=CC1)CC1=C(C=CC=C1)C#N phenyl-N-(2-cyanobenzyl)-N-(1H-indazol-5-yl)-1,2-dimethyl-1H-pyrrole-3-carboxamide